6-(4-((3'-cyano-5'-fluoro-[1,1'-biphenyl]-4-yl)methyl)-2,5-dimethylthiophene-3-carboxamido)spiro[3.3]heptane-2-carboxylic acid C(#N)C=1C=C(C=C(C1)F)C1=CC=C(C=C1)CC=1C(=C(SC1C)C)C(=O)NC1CC2(CC(C2)C(=O)O)C1